2-{6-[(3R)-[1,4'-Bipiperidin]-3-ylamino]-4-methylpyridazin-3-yl}-5-(trifluoromethyl)phenol N1(C[C@@H](CCC1)NC1=CC(=C(N=N1)C1=C(C=C(C=C1)C(F)(F)F)O)C)C1CCNCC1